C(C)(C)(C)C1=CC=C(CN)C=C1 4-tertiary butyl-benzyl-amine